2-(1-((benzyloxy)methyl)bicyclo[1.1.1]pentan-2-yl)-4,4,5,5-tetramethyl-1,3,2-dioxaborolane C(C1=CC=CC=C1)OCC12C(C(C1)C2)B2OC(C(O2)(C)C)(C)C